methylglucamine ammonium salt [NH4+].CNC[C@H](O)[C@@H](O)[C@H](O)[C@H](O)CO